C(CCCCC)N(S(=O)(=O)C1=C(C=CC=C1)[N+](=O)[O-])CCCCCCCCCCCCNC(=O)C=1C(OC2=CC(=CC=C2C1)O)=O N-[12-(N-hexyl-2-nitrobenzenesulfonamido)dodecyl]-7-hydroxy-2-oxo-2H-chromene-3-carboxamide